1-(1-methylpiperidin-4-yl)pyridin-2(1H)-one CN1CCC(CC1)N1C(C=CC=C1)=O